2-(bis(2-(tetradecanoyloxy)ethyl)amino)-N-(2-hydroxyethyl)-N,N-dimethyl-2-oxoethan-aminium bromide [Br-].C(CCCCCCCCCCCCC)(=O)OCCN(C(C[N+](C)(C)CCO)=O)CCOC(CCCCCCCCCCCCC)=O